4-(4-fluoro-5-(3-((4-fluoro-6-methoxy-2-(3-methyl-3-phosphonobutyryl)benzo[b]thiophen-5-yl)oxy)propoxy)-6-methoxybenzo[b]thiophen-2-yl)-2,2-dimethyl-4-oxobutanoic acid FC1=C(C(=CC=2SC(=CC21)C(CC(C(=O)O)(C)C)=O)OC)OCCCOC2=C(C1=C(SC(=C1)C(CC(C)(P(=O)(O)O)C)=O)C=C2OC)F